C(C#CC)(=O)N1C[C@@H](CC1)C1=NC(=C2N1C(=CN=C2)OCC)C2=C(C=C(C(=O)NC1=NC=CC(=C1)C(F)(F)F)C=C2)F (R)-4-(3-(1-(but-2-ynoyl)pyrrolidin-3-yl)-5-ethoxyimidazo[1,5-a]pyrazin-1-yl)-3-fluoro-N-(4-(trifluoromethyl)pyridin-2-yl)benzamide